CN(C)CC(C1=CC=C(C=C1)OC)C2(CCCCC2)O The molecule is a tertiary amino compound that is N,N-dimethylethanamine substituted at position 1 by a 1-hydroxycyclohexyl and 4-methoxyphenyl group. It has a role as an antidepressant, a serotonin uptake inhibitor, an adrenergic uptake inhibitor, a dopamine uptake inhibitor, an analgesic, an environmental contaminant and a xenobiotic. It is a member of cyclohexanols, a tertiary alcohol, a tertiary amino compound and a monomethoxybenzene.